C(C)(C)(C)OC(=O)N1C=C(C2=CC(=CC=C12)CC=O)NC(C)=O.C(C)(=O)NC1=CN(C2=CC=C(C=C12)CCNC=1C=NC(=CC1)C(F)(F)F)C(=O)OC(C)(C)C tert-butyl 3-acetamido-5-(2-[[6-(trifluoromethyl)pyridin-3-yl]amino]ethyl)indole-1-carboxylate tert-Butyl-3-acetamido-5-(2-oxoethyl)indole-1-carboxylate